C(C)(C)(C)OC(=O)N1C[C@@H](CCC1)OC1=NC=2N(C(=C1)N(C(=O)OC(C)(C)C)CC1=CC(=CC=C1)NC(C1=CC(=CC=C1)NC(C=C)=O)=O)N=CC2C(C)C (R)-3-((7-((3-(3-acrylamidobenzoylamino)benzyl)(tert-butoxycarbonyl)amino)-3-isopropylpyrazolo[1,5-a]pyrimidin-5-yl)oxy)piperidine-1-carboxylic acid tert-butyl ester